3-(5-((4-(4'-chloro-5,5-dimethyl-3,4,5,6-tetrahydro-[1,1'-biphenyl]-2-carbonyl)piperazine-1-yl)methyl)-1-oxoisoindolin-2-yl)piperidine-2,6-dione ClC1=CC=C(C=C1)C1=C(CCC(C1)(C)C)C(=O)N1CCN(CC1)CC=1C=C2CN(C(C2=CC1)=O)C1C(NC(CC1)=O)=O